cyclopentyl-selenium C1(CCCC1)[Se]